4-(4-(tert-butyl)phenyl)-N-(pyridin-3-ylmethyl)-1H-indazol-3-amine C(C)(C)(C)C1=CC=C(C=C1)C1=C2C(=NNC2=CC=C1)NCC=1C=NC=CC1